ClC1=C(COC=2C=C3CCC(C3=CC2)N2C[C@H](CC2)C(=O)OC)C(=CC=C1)Cl methyl (3S)-1-(5-((2,6-dichlorobenzyl)oxy)-2,3-dihydro-1H-inden-1-yl)pyrrolidine-3-carboxylate